C1=CC=CC=2C=CC=3CC=4C=CC=CC4C3C21 7H-benzo[c]-fluoren